ClC=1C(=C(C=CC1)C1=CC(=CC=C1)CCC(=O)O)C=1C=CC2=C(CCO2)C1 3-(3'-chloro-2'-(2,3-dihydrobenzofuran-5-yl)-[1,1'-biphenyl]-3-yl)propionic acid